sorbitol mono-stearate C(CCCCCCCCCCCCCCCCC)(=O)O.OC[C@H](O)[C@@H](O)[C@H](O)[C@H](O)CO